potassium monohydroxyphenylacetate OC(C(=O)[O-])C1=CC=CC=C1.[K+]